2-[2-(1-Ethyl-5-methyl-1H-pyrazol-4-yl)-3H-imidazo[4,5-b]pyridin-7-yl]-6,7,8,9-tetrahydro-5H-benzocyclohepten-5-ylamine hydrochloride Cl.C(C)N1N=CC(=C1C)C1=NC=2C(=NC=CC2C=2C=CC3=C(CCCCC3N)C2)N1